C1(CCCC1)N1C2=NC(=NC=C2N=C1NC1=CC=CC=C1)NC1=CC=C(C=C1)N1CCC(CC1)N(C)CC1=CC=C(C=C1)N1C(NC(CC1)=O)=O 1-(4-(((1-(4-((9-cyclopentyl-8-(phenylamino)-9H-purin-2-yl)amino)phenyl)piperidin-4-yl)(methyl)amino)methyl)phenyl)dihydropyrimidine-2,4(1H,3H)-dione